3-(((tertButoxycarbonyl)(imidazo[1,2-a]pyridin-6-yl)amino)amino)piperidine-1-carboxylic acid tert-butyl ester C(C)(C)(C)OC(=O)N1CC(CCC1)NN(C=1C=CC=2N(C1)C=CN2)C(=O)OC(C)(C)C